NC1=C2C(=NC=N1)N(N=C2C2=CC=C(C=C2)OC2=CC=CC=C2)C2CCN(CC2)CC2=CC(=NC=N2)N2C(NC(CC2)=O)=O 1-(6-((4-(4-amino-3-(4-phenoxyphenyl)-1H-pyrazolo[3,4-d]pyrimidin-1-yl)piperidin-1-yl)methyl)pyrimidin-4-yl)dihydropyrimidine-2,4(1H,3H)-dione